C1(CC1)C1=NC=NC(=C1C1=NN2C(N(C(CC2)=O)CC2=CC=C(C=C2)C=2NC=C(N2)C(F)(F)F)=C1)OC (4-cyclopropyl-6-methoxypyrimidin-5-yl)-4-(4-(4-(trifluoromethyl)-1H-imidazol-2-yl)benzyl)-6,7-dihydropyrazolo[1,5-a]pyrimidin-5(4H)-one